COC(C(C(=O)OC)(C)C1=CC(=NC=C1SC)OC)=O 2-(2-methoxy-5-(methylthio)pyridin-4-yl)-2-methylmalonic acid dimethyl ester